C(C=C)(=O)OCCCCCCOC(C=C)=O hexane-1,6-diyl bisprop-2-enoate